(2-(tetrahydro-2H-pyran-2-yl)benzyloxy)-tetrahydro-2H-pyran O1C(CCCC1)C1=C(COC2OCCCC2)C=CC=C1